CN1C(=NC2=C(C=C(C=C2C1=O)C)\C(\C)=N/[S@](=O)C(C)(C)C)C1COC1 (R,Z)-N-(1-(3,6-dimethyl-2-(oxetan-3-yl)-4-oxo-3,4-dihydroquinazolin-8-yl)ethylidene)-2-methylpropane-2-sulfinamide